2-(4-chloro-2-fluorophenyl)-3-(pyridin-4-yl)-4,5,6,7-tetrahydropyrazolo[1,5-a]pyrazine ClC1=CC(=C(C=C1)C1=NN2C(CNCC2)=C1C1=CC=NC=C1)F